C1(=CC=CC=C1)[C@H]([C@H]1CNC2=C(N1)N=CC=C2)NC[C@H](C)C2=CC(=CS2)CC(=O)O |o1:19| 2-(5-((S or R)-1-(((R)-phenyl((R)-1,2,3,4-tetrahydropyrido[2,3-b]pyrazin-3-yl)methyl)amino)propan-2-yl)thiophen-3-yl)acetic acid